2,2'-dithio-dibenzoamide C(C1=C(C=CC=C1)SSC1=C(C(=O)N)C=CC=C1)(=O)N